C1CC12C1(CC1)C2C(COC2=NN(C=C2)C(=O)OC(C)(C)C)O tert-Butyl 3-(2-dispiro[2.0.2.1]heptan-7-yl-2-hydroxy-ethoxy)pyrazole-1-carboxylate